C(C(=C)C)(=O)OCCN1C(OCC1)(CCC)C 3-β-methacryloxyethyl-2-methyl-2-propyloxazolidine